S1(C2=C(OC3(CN1)COC3)N=CC=C2)(=O)=O 2',3'-dihydrospiro[oxetane-3,4'-pyrido[2,3-b][1,4,5]oxathiazepine] dioxide